triphenylphosphine azide salt [N-]=[N+]=[N-].C1(=CC=CC=C1)P(C1=CC=CC=C1)C1=CC=CC=C1